6-((6-amino-5-methylpyrimidin-4-yl)amino)-1',8-dimethyl-2H-spiro[imidazo[1,5-a]pyridine-3,4'-piperidine]-1,5-dione NC1=C(C(=NC=N1)NC1=CC(=C2N(C1=O)C1(CCN(CC1)C)NC2=O)C)C